C(C)(C)(C)OC(=O)N1C(=CC2=CC(=CC=C12)F)B(O)O (1-(t-butoxycarbonyl)-5-fluoro-1H-indol-2-yl)boronic acid